C(=O)O.FC(C=1C(=C(C=CC1)[C@@H](C)NC1=NC(=NC2=CC=C(C=C12)C=1C=C(C(=NC1)OC)CC(=O)N(C)C)C)F)F (R)-2-(5-(4-((1-(3-(difluoromethyl)-2-fluorophenyl)ethyl)amino)-2-methylquinazolin-6-yl)-2-methoxypyridin-3-yl)-N,N-dimethylacetamide formate salt